C(C)(C)(C)OC(=O)N1C[C@@H](CCC1)NC=1C=NC(=C(C1)NC)[N+](=O)[O-] (R)-3-((5-(methylamino)-6-nitropyridin-3-yl)amino)piperidine-1-carboxylic acid tert-butyl ester